CP(O[N+]1=C(C(=CC=C1)C1=CC(=NO1)CC=1C=NC(=CC1)OC1=C(C=CC=C1)F)N)([O-])=O (2-amino-3-(3-((6-(2-fluorophenoxy) pyridin-3-yl) methyl) isoxazol-5-yl) pyridin-1-ium-1-yl) methylphosphonate